4-{2-[6-(Chloromethyl)-1-oxo-4-(trifluoromethyl)-3H-isoindol-2-yl]-6-ethoxypyridin-4-yl}-3-(4-methyl-1,2,4-triazol-3-yl)benzonitrile ClCC1=CC(=C2CN(C(C2=C1)=O)C1=NC(=CC(=C1)C1=C(C=C(C#N)C=C1)C1=NN=CN1C)OCC)C(F)(F)F